[Si](C)(C)(C(C)(C)C)OC1=NC(=CC=C1F)C=C 2-((tert-butyldimethylsilyl)oxy)-3-fluoro-6-vinylpyridine